O=C1SCCNC1 oxo-1,4-thiazinan